CC1=CC(=C(C=C1)NC)C N,2,4-trimethylaniline